N-[4-(4-methoxy-3-methylphenyl)-2-thiazolyl]-2-[(phenylsulfonyl)amino]-benzamide COC1=C(C=C(C=C1)C=1N=C(SC1)NC(C1=C(C=CC=C1)NS(=O)(=O)C1=CC=CC=C1)=O)C